CC1(C2=CC=CC=C2C=2C=CC(=CC12)N(C1=CC=C(C=C1)C1=CC=C(C=C1)CO)C1=CC=C(C=C1)C1=C(N(C2=CC=CC=C12)C)C1=CC=CC=C1)C (4'-((9,9-dimethyl-9H-fluoren-2-yl)(4-(1-methyl-2-phenyl-1H-indol-3-yl)phenyl)amino)-[1,1'-biphenyl]-4-yl)methanol